ClC=1C=C(C=CC1)NN=C(C#N)C#N carbonyl Cyanide m-Chlorophenylhydrazone